benzo[1,2-d]azepine C1=CNC=CC2=C1C=CC=C2